ClC=1C(=C(C=CC1F)C1=C(C(=CC=C1)C[C@@H]1N(CC([C@@H]1NS(=O)(=O)CC)(F)F)C(=O)[C@@H]1OCC1)F)F N-{(2S,3R)-2-[(3'-chloro-2,2',4'-trifluoro[1,1'-biphenyl]-3-yl)methyl]-4,4-difluoro-1-[(2R)-oxetane-2-carbonyl]pyrrolidin-3-yl}ethanesulfonamide